(E)-methyl 4-chloro-2-(((dimethylamino)methylene)amino)benzoate ClC1=CC(=C(C(=O)OC)C=C1)/N=C/N(C)C